C(#N)[C@H]1N(CC(C1)(F)F)C(CNC(=O)C1=CC=NC2=CC=C(C=C12)F)=O (S)-N-(2-(2-cyano-4,4-difluoropyrrolidin-1-yl)-2-oxoethyl)-6-fluoroquinoline-4-carboxamide